bicresol C=1(C(=CC=CC1O)C=1C(=C(C=CC1)O)C)C